(trifluoromethanesulfonyl)butanesulfonamide FC(S(=O)(=O)C(CCC)S(=O)(=O)N)(F)F